C1NCC12CC(C2)NC2=NC=C(C(=N2)C2=CNC1=CC=CC=C21)C(F)(F)F 3-(2-((2-azaspiro[3.3]heptan-6-yl)amino)-5-(trifluoromethyl)pyrimidin-4-yl)-1H-indole